tris(2,2'-bipyridine) ruthenium (II) chloride ruthenium [Ru].[Ru](Cl)Cl.N1=C(C=CC=C1)C1=NC=CC=C1.N1=C(C=CC=C1)C1=NC=CC=C1.N1=C(C=CC=C1)C1=NC=CC=C1